BrC=1N=C2C(=NC1)N=C(C(C2=O)N2CCNCC2)CC 2-bromo-6-ethyl-8-oxo-7-(piperazin-1-yl)pyrido[2,3-b]pyrazin